OC1=CC=C(C=C1)C1=CC(=NN1C)C(=O)NC1=CC(=CC=C1)NS(=O)(=O)C 5-(4-hydroxyphenyl)-1-methyl-N-(3-(methylsulfonamido)phenyl)-1H-pyrazole-3-carboxamide